C(CCCCCCCCCCCCCCCCC)C(C(=O)N)CC1=CC(=C(C(=C1)C(C)(C)C)O)C(C)(C)C stearyl-3-(3,5-di-tert-butyl-4-hydroxyphenyl)propanoic acid amide